3-(1-(10H-phenothiazin-2-yl)vinyl)-N-(tert-butyl)benzenesulfonamide C1=C(C=CC=2SC3=CC=CC=C3NC12)C(=C)C=1C=C(C=CC1)S(=O)(=O)NC(C)(C)C